chloro-6-methyl-(4,4'-bipyridine)-3-carboxylic acid methyl ester COC(=O)C=1C(=NC(=CC1C1=CC=NC=C1)C)Cl